CNCC=1N=C(SC1C1CCOCC1)C1=NC2=C(N=CC=C2C=C1)N (4-((methylamino)methyl)-5-(tetrahydro-2H-pyran-4-yl)thiazol-2-yl)-1,7-naphthyridin-8-amine